ClC=1C=C(OCC(=O)NC23CC(C2)(C3)NC=3C=2N(C=CN3)N=C(C2)C)C=CC1Cl 2-(3,4-dichlorophenoxy)-N-{3-[(2-methylpyrazolo[1,5-a]pyrazin-4-yl)amino]bicyclo[1.1.1]pent-1-yl}acetamide